(±)-N-(1-(4-bromo-6-fluoropyridin-3-yl)pent-4-en-1-yl)-4-methoxyaniline BrC1=C(C=NC(=C1)F)[C@@H](CCC=C)NC1=CC=C(C=C1)OC |r|